1-(1-(cyanomethyl)-5-(4-fluoro-1-methyl-1H-pyrazol-5-yl)-3-(1-(tetrahydro-2H-pyran-2-yl)-1H-pyrazol-5-yl)-1H-pyrazolo[4,3-b]pyridin-7-yl)piperidin-4-yl-2,2,2-trifluoroacetic acid C(#N)CN1N=C(C2=NC(=CC(=C21)N2CCC(CC2)OC(C(F)(F)F)=O)C2=C(C=NN2C)F)C2=CC=NN2C2OCCCC2